C(C)(=O)N1CC[C@@H]2N(C([C@H](C1)NC(=O)OC(C)(C)C)=O)[C@@H](CC2)C(=O)O (5S,8s,10ar)-3-acetyl-5-((tert-butoxycarbonyl)amino)-6-oxo-decahydropyrrolo[1,2-a][1,5]diazocine-8-carboxylic acid